(Z)-1-(3-(2-ethyl-6-methylphenyl)-4-oxothiazolidin-2-ylidene)-3-((4-(1-(4-(trifluoromethoxy)phenyl)-1H-1,2,4-triazol-3-yl)phenoxy)methyl)urea C(C)C1=C(C(=CC=C1)C)N1/C(/SCC1=O)=N/C(=O)NCOC1=CC=C(C=C1)C1=NN(C=N1)C1=CC=C(C=C1)OC(F)(F)F